(S)-5-(5-(3,5-dimethylisoxazol-4-yl)-1-((R)-1-(methylsulfonyl)pyrrolidin-3-yl)-1H-benzo[d]imidazol-2-yl)-1-(3-fluoro-5-methoxyphenyl)pyrrolidin-2-one CC1=NOC(=C1C1=CC2=C(N(C(=N2)[C@@H]2CCC(N2C2=CC(=CC(=C2)OC)F)=O)[C@H]2CN(CC2)S(=O)(=O)C)C=C1)C